C(C1=CC=CC=C1)O[C@@H]1[C@H]([C@H]([C@H](OC)O[C@H]1C)O)O methyl 4-O-benzyl-alpha-L-rhamnopyranoside